1-azabicyclo[2.2.2]octan N12CCC(CC1)CC2